1,4-dimethyl-2,5-bis(phenylmethyl)-1,2,4,5-tetrazine CN1N(CN(N(C1)CC1=CC=CC=C1)C)CC1=CC=CC=C1